BrC1=CC(=C(C=C1)C=1OC(=NN1)CC1OCCCC1)C 2-(4-Bromo-2-methylphenyl)-5-((tetrahydro-2H-pyran-2-yl)-methyl)-1,3,4-oxadiazole